Cl.NCC1=C(C(=C(C=C1)C1=CC(=NC=C1)NC(=O)C1CC1)F)C N-(4-(4-(aminomethyl)-2-fluoro-3-methylphenyl)pyridin-2-yl)cyclopropanecarboxamide hydrochloride